C(C)C1=NN(C(=N1)CCCCCCCC)CC1=CC=C(C=C1)C=C 3-ethyl-5-octyl-1-(4-vinylbenzyl)-1H-1,2,4-triazole